FC1=CC(=C(OC2=C(C=C(C=C2)C(F)(F)F)C(=O)NC2=CC(=C(C=C2)F)C2NCCNC2=O)C=C1)C 2-(4-Fluoro-2-methylphenoxy)-N-(4-fluoro-3-(3-oxopiperazin-2-yl)phenyl)-5-(trifluoromethyl)benzeneformamide